4-chloromethyl-5-(difluoromethoxy)-1-methyl-3-(trifluoromethyl)-1H-pyrazole ClCC=1C(=NN(C1OC(F)F)C)C(F)(F)F